C1=CC=CC=2C3=CC=CC=C3C(C12)COC(=O)N[C@H](C(=O)OCC=C)CC1=CC=C(C=C1)I allyl (S)-2-((((9H-fluoren-9-yl)methoxy)carbonyl)amino)-3-(4-iodophenyl)propanoate